COC(=O)[C@@]12[C@H]([C@@H]([C@H]([C@@](OC1)(O2)C2=CC(=C(C=C2)C)CC2=CC=C(C=C2)CCCCOCC=C)OCC2=CC=CC=C2)OCC2=CC=CC=C2)OCC2=CC=CC=C2 (1S,2S,3S,4R,5S)-5-[3-[[4-(4-allyloxybutyl)phenyl]methyl]-4-methyl-phenyl]-2,3,4-tribenzyloxy-6,8-dioxabicyclo[3.2.1]octane-1-carboxylic acid methyl ester